C(C)C1OC2=C(C(N1)=O)C=C1C(=C2)N=CC=C1OC1=CC=C(C=C1)NC(=O)C1(CC1)C(=O)NC1=CC=C(C=C1)F 1-N-[4-[(2-ethyl-4-oxo-2,3-dihydropyrido[3,2-g][1,3]benzoxazin-6-yl)oxy]phenyl]-1-N'-(4-fluorophenyl)cyclopropane-1,1-dicarboxamide